ClC1=CC=C(N=N1)NC1C[C@@H]2[C@@H](CN(C2)C([2H])([2H])C2CCOCC2)C1 (3AR,5s,6aS)-N-(6-Chloropyridazin-3-yl)-2-((tetrahydro-2H-pyran-4-yl)methyl-d2)octahydrocyclopenta[c]pyrrol-5-amine